N1(C=NC=C1)CC1=CC(=C2CCN(C(C2=C1)=O)C1=CC=NC2=C(N=C(C=C12)CC)NC)C=1C(=NN(C1)C)C(F)(F)F 7-((1H-imidazol-1-yl)methyl)-2-(6-ethyl-8-(methylamino)-1,7-naphthyridin-4-yl)-5-(1-methyl-3-(trifluoromethyl)-1H-pyrazol-4-yl)-3,4-dihydroisoquinolin-1(2H)-one